CC=1C(=NC=C(C1)C)N[C@H]1CNCC1 (3,5-dimethylpyridin-2-yl)-(R)-pyrrolidin-3-ylamine